S=C1N(CC2=CC=C(C=C12)CN1CCN(CC1)C=1C=C(C=CC1)C)C1C(NC(CC1)=O)=O 3-(1-thioxo-6-((4-(m-tolyl)piperazin-1-yl)methyl)isoindolin-2-yl)piperidine-2,6-dione